(4-bromophenyl)-4-(4-fluorophenyl)oxazole-5-carboxylic acid ethyl ester C(C)OC(=O)C1=C(N=C(O1)C1=CC=C(C=C1)Br)C1=CC=C(C=C1)F